4-(Chloromethyl)benzo[cd]indol-2(1H)-one ClCC=1C=C2C3=C(C(NC3=CC=C2)=O)C1